N-(2-chloroethyl)-4-fluorobenzene-1-sulfonamide ClCCNS(=O)(=O)C1=CC=C(C=C1)F